tert-butyl 3-(6-benzoyl-2-(ethylamino) pyridin-3-yl)-3-oxopropanoate C(C1=CC=CC=C1)(=O)C1=CC=C(C(=N1)NCC)C(CC(=O)OC(C)(C)C)=O